1-(6-chloro-3-(4-oxa-7-azaspiro[2.5]oct-7-yl)pyridin-2-yl)-N,N-dimethylmethylamine ClC1=CC=C(C(=N1)CN(C)C)N1CCOC2(CC2)C1